N,N-dimethyl-2-(4-piperidinyl)ethylamine CN(C)CCC1CCNCC1